NC(=O)C1=CC=CC2=CN(N=C12)C1=CC=C(CN2CC(CC2)C2=[NH+]C=CC=C2)C=C1 2-(1-{4-[7-(aminocarbonyl)-2H-indazol-2-yl]benzyl}pyrrolidin-3-yl)pyridinium